oxopantothenic acid O=C(C(=O)O)CNC([C@H](O)C(C)(C)CO)=O